FC(C1=NN(C(=C1)C)C1=NC(=CC=C1C(C)O)N1C=NC2=C1C=C(C=C2)NC=2N=NC(=CC2)C)F 1-[2-[3-(Difluoromethyl)-5-methyl-pyrazol-1-yl]-6-[6-[(6-methylpyridazin-3-yl)amino]benzimidazol-1-yl]-3-pyridyl]ethanol